CC(C)CCC[C@@H](C)[C@H]1CC[C@H]2[C@@H]3CC[C@H]4CC(CC[C@]4(C)[C@H]3CC[C@]12C)=O 5alpha-cholestan-3-one